N-(3-hydroxyphenyl)-5-(isoindolin-2-yl)-7-(1,3,5-trimethyl-1H-pyrazol-4-yl)pyrazolo[1,5-a]pyrimidine-2-carboxamide OC=1C=C(C=CC1)NC(=O)C1=NN2C(N=C(C=C2C=2C(=NN(C2C)C)C)N2CC3=CC=CC=C3C2)=C1